[[5-methyl-2-(1-methylethyl)cyclohexyl]carbonyl]glycine CC1CCC(C(C1)C(=O)NCC(=O)O)C(C)C